4-(1-(3-(1-(2-(2,6-dioxopiperidin-3-yl)-1,3-dioxoisoindolin-4-yl)piperidin-4-yl)propyl)-1H-pyrazol-4-yl)-N-(2-(((S)-2-methylpyrrolidin-1-yl)methyl)-1H-benzo[d]imidazol-5-yl)benzamide O=C1NC(CCC1N1C(C2=CC=CC(=C2C1=O)N1CCC(CC1)CCCN1N=CC(=C1)C1=CC=C(C(=O)NC2=CC3=C(NC(=N3)CN3[C@H](CCC3)C)C=C2)C=C1)=O)=O